CC1C(=O)OCCCCCCC=C1 methyl-γ-decenolactone